OC=1C=C(C=CC1O)/C=C/C(=O)C1=C(C=C(C=C1)OCC1=CC=NC=C1)O (E)-3-(3,4-dihydroxyphenyl)-1-(2-hydroxy-4-(pyridin-4-ylmethoxy)phenyl)prop-2-en-1-one